CN1C(N(C2=C1C(=CC=C2)N2CCC(CC2)CN(C2CCNCC2)C)C2C(NC(CC2)=O)=O)=O 3-[3-Methyl-4-[4-[[methyl(4-piperidyl)amino]methyl]-1-piperidyl]-2-oxo-benzimidazol-1-yl]piperidine-2,6-dione